BrC=1N=CC=2N(C1)C=C(N2)C(F)(F)F 6-bromo-2-trifluoromethyl-imidazo[1,2-a]pyrazine